ClC=1C2=C(C(=NC1)C1=CC=C(C(=O)O)C=C1)C=CN2 4-(7-chloro-1H-pyrrolo[3,2-c]pyridin-4-yl)benzoic acid